NC1=NC=2N(C(C=NC2C(=N1)C=1OC(=CC1)C)=O)CCN1[C@H](CN(CC1)C1=C(C=C(C=C1)OC)F)C (S)-2-amino-8-(2-(4-(2-fluoro-4-methoxyphenyl)-2-methylpiperazin-1-yl)ethyl)-4-(5-methylfuran-2-yl)pteridin-7(8H)-one